ClC1=NC(=CC(=N1)[2H])[2H] 2-chloro(4,6-2H2)pyrimidine